C(C1=CC(O)=C(O)C(O)=C1)(=O)O.[NH4+] ammonium gallic acid